C(#N)C=1C=C2CCN(CC2=CC1)CC[C@@H]1CC[C@H](CC1)C1=NC2=CC=CC=C2C(=C1)C(=O)N {trans-4-[2-(6-cyano-3,4-dihydroisoquinolin-2(1H)-yl)ethyl]cyclohexyl}quinoline-4-carboxamide